CN1N=CC(=C1)[C@H]1[C@@H](C1)C(=O)NC=1N=CC2=CC(=C(C=C2C1)[C@H]1CC12CC2)C (1R,2R)-2-(1-methyl-1H-pyrazol-4-yl)-N-(7-methyl-6-((S)-spiro[2.2]pentan-1-yl)isoquinolin-3-yl)cyclopropane-1-carboxamide